4-((2s,4s)-(4-ethoxy-1-((5-methoxy-7-methyl-1H-indol-4-yl)methyl)piperidin-2-yl))benzoic acid C(C)O[C@@H]1C[C@H](N(CC1)CC1=C2C=CNC2=C(C=C1OC)C)C1=CC=C(C(=O)O)C=C1